C(C)(C)(C)NS(=O)(=O)C1=CC(=CC=C1)NC1=NC(=NC=C1F)Cl N-(tert-butyl)-3-((2-chloro-5-Fluoropyrimidin-4-yl)amino)benzenesulfonamide